2-[4-(4-hydroxy-3-isopropyl-phenoxy)-3,5-dimethyl-phenyl]-2h-[1,2,4]triazine-3,5-dione OC1=C(C=C(OC2=C(C=C(C=C2C)N2N=CC(NC2=O)=O)C)C=C1)C(C)C